[O-]S(=O)(=O)C(F)(F)F.C1(=CC=CC=C1)C(=C[S+]1CCCC1)C1=CC=CC=C1 1-(2,2-diphenylvinyl)tetrahydro-1H-thiophen-1-ium triflate